3-bromo-7-morpholino-6,7-dihydro-5H-pyrido[2,3-b]azepin-8(9H)-one BrC1=CC2=C(NC(C(CC2)N2CCOCC2)=O)N=C1